8-bromo-7-methyl-2-oxo-2λ5-isoquinoline BrC=1C(=CC=C2C=CN(=CC12)=O)C